1,1,2,2-Tetra-chlorodisilan Cl[SiH]([SiH](Cl)Cl)Cl